ClC=1C=C(C=CC1)N1N=CC(=C1)C(C(=O)NC1=NNC(=C1)[C@@H]1C(C1)(F)F)C 2-(1-(3-chlorophenyl)-1H-pyrazol-4-yl)-N-(5-((R)-2,2-difluorocyclopropyl)-1H-pyrazol-3-yl)propanamide